3-(5-((4-((5-(4-chlorophenyl)furan-2-yl)methyl)piperazin-1-yl)methyl)-1-oxoisoindoline-2-yl)piperidine-2,6-dione ClC1=CC=C(C=C1)C1=CC=C(O1)CN1CCN(CC1)CC=1C=C2CN(C(C2=CC1)=O)C1C(NC(CC1)=O)=O